S1C(SC(=C1S)S)=O 1,3-dithiol-2-one-4,5-dithiol